C(CCC)N(CCCC)CC1=CC=CC=C1 N,N-dibutyl-benzyl-amine